ClC1=CC(=CCN1C=1SC2=C(C=NC(=C2)C(C)C)N1)C1=CC(=NC=C1OC)C(F)F 6-Chloro-2'-(difluoromethyl)-N-(6-isopropylthiazolo[4,5-c]pyridin-2-yl)-5'-methoxy-[4,4'-bipyridine]